1-(9H-fluoren-9-yl)-13-methyl-3,6-dioxo-2,9,12-trioxa-4,7-diazatetradecane-14-oic acid benzyl ester C(C1=CC=CC=C1)OC(C(OCCOCNC(CNC(OCC1C2=CC=CC=C2C=2C=CC=CC12)=O)=O)C)=O